(S)-delta-azaproline N1[C@@H](CCN1)C(=O)O